1-ethyl-3,4-dimethyl-imidazolium chloride [Cl-].C(C)N1C=[N+](C(=C1)C)C